9-Methyl-β-carboline CN1C2=CC=CC=C2C=2C=CN=CC12